(1S,3S,5S)-N-((4-carbamimidoylthiazol-2-yl)methyl)-5-methyl-2-((4-phenoxybenzoyl)glycyl)-2-azabicyclo[3.1.0]hexane-3-carboxamide C(N)(=N)C=1N=C(SC1)CNC(=O)[C@H]1N([C@H]2C[C@]2(C1)C)C(CNC(C1=CC=C(C=C1)OC1=CC=CC=C1)=O)=O